FC(OC=1C=C(C(=O)NCC2=NC=C3C=CC(=NC3=C2)C2=NC(=NC=C2)N2C[C@@H](O[C@@H](C2)C)C)C=C(C1)S(=O)(=O)C(F)F)F 3-(difluoromethoxy)-5-((difluoromethyl)sulfonyl)-N-((2-(2-((cis)-2,6-dimethylmorpholino)pyrimidin-4-yl)-1,6-naphthyridin-7-yl)methyl)benzamide